ClC=1C=C(C=CC1)C1=NN=C(O1)C12CC3(CC(CC(C1)C3)C2)NC(=O)C2=NC(=CC=C2)C 6-Methyl-pyridine-2-carboxylic acid {3-[5-(3-chloro-phenyl)-[1,3,4]oxadiazol-2-yl]-adamantan-1-yl}-amide